FC(C1=CC2=C(OCCN2)C=C1C=1C=CC(=NC1)C(=O)OC)F Methyl 5-(6-(difluoromethyl)-3,4-dihydro-2H-benzo[b][1,4]oxazin-7-yl)picolinate